C\[N+](=C/C(CCCCCCCCC)C)\[O-] (E)-N,2-dimethylundecan-1-imine oxide